(7S)-3-iodo-7-methyl-6,7-dihydropyrazolo[1,5-a]pyrazin-4(5H)-one IC=1C=NN2C1C(NC[C@@H]2C)=O